2,7-dichloro-1-methyl-5-phenyl-1,2,3,5-tetrahydro-4H-imidazo[4,5-c]quinolin-4-one ClC1N(C2=C(C(N(C=3C=C(C=CC23)Cl)C2=CC=CC=C2)=O)N1)C